Bis[3,5-dihydroxy-4-[(E)-3-(4-hydroxyphenyl)prop-2-enoyl]phenyl] hydrogen phosphate P(=O)(OC1=CC(=C(C(=C1)O)C(\C=C\C1=CC=C(C=C1)O)=O)O)(OC1=CC(=C(C(=C1)O)C(\C=C\C1=CC=C(C=C1)O)=O)O)O